FC(S(=O)(=O)NC1=C(C=CC=C1)C1=CC=C2C(/C(/COC2=C1)=C/C=1N=CSC1)=O)(F)F (E)-1,1,1-Trifluoro-N-(2-(4-oxo-3-(thiazol-4-ylmethylene)chroman-7-yl)phenyl)methanesulfonamide